S1C=NC2=C1C=C(C=C2)\C=C\2/N=C(NC2=O)N[C@H](CC(C)C)COCC2=CC=C(C=C2)F (4Z)-4-(1,3-Benzothiazol-6-ylmethylene)-2-[[(1R)-1-[(4-fluorophenyl)methoxymethyl]-3-methyl-butyl]amino]-1H-imidazol-5-one